(R)-5-(2-fluorophenyl)-6,7-dihydro-5H-pyrrolo[1,2-b][1,2,4]triazole-2-carboxylic acid FC1=C(C=CC=C1)[C@H]1CCC=2N1N=C(N2)C(=O)O